6,7-dimethoxy-2-methyl-N-{(1R)-1-[3-(1-methyl-1H-pyrazol-5-yl)phenyl]ethyl}quinazolin-4-amine COC=1C=C2C(=NC(=NC2=CC1OC)C)N[C@H](C)C1=CC(=CC=C1)C1=CC=NN1C